1-(N-morpholinyl)ethan-1-one N1(CCOCC1)C(C)=O